COCC=1C=C2N(C(N1)=C=O)C=CC=C2N2N=CC(=C2C(F)(F)F)C(=O)NC2=CC(=NC=C2)C(F)(F)F 1-(3-(methoxymethyl)-1-carbonyl-1H-pyrido[1,2-c]pyrimidin-5-yl)-5-(trifluoromethyl)-N-(2-(trifluoromethyl)pyridin-4-yl)-1H-pyrazole-4-carboxamide